(R)-N-(3-(3,5-dimethylisoxazol-4-yl)-4-(pyrrolidin-2-ylmethoxy)phenyl)cyclopropanecarboxamide CC1=NOC(=C1C=1C=C(C=CC1OC[C@@H]1NCCC1)NC(=O)C1CC1)C